Cl.NC1CCN(CC1)CC1=CC=C(C=C1)N1C(N=C(C=C1)NC(=O)N1CCNCCC1)=O N-(1-(4-((4-Aminopiperidin-1-yl)methyl)phenyl)-2-oxo-1,2-dihydropyrimidin-4-yl)-1,4-diazepane-1-carboxamide hydrochloride salt